3-chloro-6-(4-fluorophenyl)-4-methylpyridazine ClC=1N=NC(=CC1C)C1=CC=C(C=C1)F